bromo-N-(3-buten-1-yl)-N-isopropylpyridineamide BrC=1C(=NC=CC1)C(=O)N(C(C)C)CCC=C